1,1-bis(methylsulfanyl)-2-nitro-ethylene CSC(=C[N+](=O)[O-])SC